NC=1C(=C(C(=O)C2=CC=CC=C2)C=CC1OC1=CC=CC=C1)N diamino-4-phenoxybenzophenone